N'-(2,5-dimethyl-4-{[3-(2,2,2-trifluoroethoxy)phenyl]sulfanyl}phenyl)-N-ethyl-N-methylimidoformamide 2E-Hexenylacetat C(=C\CCCC)/CC(=O)O.CC1=C(C=C(C(=C1)SC1=CC(=CC=C1)OCC(F)(F)F)C)N=CN(C)CC